FC=1C(=CC(=C(C#N)C1)OC1=C(C=CC=C1)C)N1C(NC(CC1=O)=O)=O 5-fluoro-2-(2-methylphenoxy)-4-(2,4,6-trioxotetrahydropyrimidin-1(2H)-yl)benzonitrile